diethyl 1-[2-oxo-2-(quinolin-2-yl)ethyl]-1H-pyrazole-3,5-dicarboxylate O=C(CN1N=C(C=C1C(=O)OCC)C(=O)OCC)C1=NC2=CC=CC=C2C=C1